FC=1C=CC(=C(C1)C=1C=C2C(=NN(C2=CC1)C)CN(C)C)OCCC=1C(=NN(C1C)C)C 1-(5-(5-fluoro-2-(2-(1,3,5-trimethyl-1H-pyrazol-4-yl)ethoxy)phenyl)-1-methyl-1H-indazol-3-yl)-N,N-dimethylmethanamine